2-methyl-2-(2,6-diazaspiro[3.4]octan-6-yl)propan CC(C)(C)N1CC2(CNC2)CC1